C(C1=CC=CC=C1)(=O)N1C(N(C=CC1=O)C1C=C(C2OC(OC21)(C)C)COC2=CC=C1C=C(C(=NC1=C2)N(CC2=CC=C(C=C2)OC)CC2=CC=C(C=C2)OC)Cl)=O 3-benzoyl-1-(6-(((2-(bis(4-methoxybenzyl)amino)-3-chloroquinolin-7-yl)oxy)methyl)-2,2-dimethyl-3a,6a-dihydro-4H-cyclopenta[d][1,3]dioxol-4-yl)pyrimidine-2,4(1H,3H)-dione